FC=1C=C(C=CC1)NC([C@H](C1=CC=CC=C1)C1=NC(=CN=C1N)C=1C=NN(C1)C1CCNCC1)=O (R)-2-((3-fluorophenyl)amino)-2-oxo-1-phenylethyl-3-amino-6-(1-(piperidin-4-yl)-1H-pyrazol-4-yl)pyrazine